6-(3-amino-5-fluoro-6-(3-((4-methoxypiperidin-1-yl)methyl)-4-(tetrahydro-2H-pyran-4-yl)phenyl)pyrazin-2-yl)-3,4-dihydroisoquinolin-1(2H)-one NC=1C(=NC(=C(N1)F)C1=CC(=C(C=C1)C1CCOCC1)CN1CCC(CC1)OC)C=1C=C2CCNC(C2=CC1)=O